1-(2,2-dimethylpyrrolidin-1-yl)-3-(1-(3-isopropyl-[1,2,4]triazolo[4,3-b]pyridazin-6-yl)-3,5-dimethyl-1H-pyrazol-4-yl)propan-1-one CC1(N(CCC1)C(CCC=1C(=NN(C1C)C=1C=CC=2N(N1)C(=NN2)C(C)C)C)=O)C